BrC1=CC(=C(CNC2=C(C=NC3=CC=CC(=C23)OC)C(=O)OCC)C(=C1)F)F ethyl 4-((4-bromo-2,6-difluorobenzyl) amino)-5-methoxyquinoline-3-carboxylate